N,N-Di(4-biphenylyl)-4-(4,4,5,5-tetramethyl-1,3,2-dioxaborolan-2-yl)aniline C1(=CC=C(C=C1)N(C1=CC=C(C=C1)B1OC(C(O1)(C)C)(C)C)C1=CC=C(C=C1)C1=CC=CC=C1)C1=CC=CC=C1